monophenol sodium [Na].C1(=CC=CC=C1)O